N-(2-(4,4-difluoropiperidin-1-yl)-6-methylpyrimidin-4-yl)-2-fluoro-6-((1S,6S)-6-methyl-3-azabicyclo[4.1.0]heptan-3-yl)-4-nitrobenzamide FC1(CCN(CC1)C1=NC(=CC(=N1)NC(C1=C(C=C(C=C1N1C[C@H]2C[C@]2(CC1)C)[N+](=O)[O-])F)=O)C)F